N[C@H](C1=NC2=C(N1)C=C(C=C2)[C@H](NC(CC2CC(C2)(F)F)=O)C2CC2)[C@H]2OCCC(C2)(F)F |o1:25| N-((R)-(2-((R)-amino((S*)-4,4-difluorotetrahydro-2H-pyran-2-yl)methyl)-1H-benzo[d]imidazol-6-yl)(cyclopropyl)methyl)-2-(3,3-difluorocyclobutyl)acetamide